C1(CC1)S(=O)(=O)NC=1SC=C(N1)C(C(=O)NC1=C(C=C(C=C1)C1=NC(=CN=C1)OCC)C(C)C)(C)C 2-(2-(cyclopropanesulfonylamino)thiazol-4-yl)-N-(4-(6-ethoxypyrazin-2-yl)-2-isopropylphenyl)-2-methylpropanamide